Cl.O=C1NC(CC[C@@H]1C1=NN(C2=CC(=CC=C12)N1CCN(CC1)CC(=O)O)C)=O |r| (±)-2-(4-(3-(2,6-dioxopiperidin-3-yl)-1-methyl-1H-indazol-6-yl)piperazin-1-yl)acetic acid Hydrochloride